BrC1=C(C=C(CC2=NC3=C(N2[C@@H]2COCC2(C)C)C=C(C=C3)C(=O)OC)C=C1)F Methyl (S)-2-(4-bromo-3-fluorobenzyl)-1-(4,4-dimethyltetrahydrofuran-3-yl)-1H-benzo[d]imidazole-6-carboxylate